(3-methoxybenzyl)zinc (II) bromide [Br-].COC=1C=C(C[Zn+])C=CC1